4-(trifluoromethanesulfonyl)-3,6-dihydro-2H-pyridine-1-carboxylic acid tert-butyl ester C(C)(C)(C)OC(=O)N1CCC(=CC1)S(=O)(=O)C(F)(F)F